Ethyl (3S)-3-(7-{[(2R,5S)-2-ethyl-5-methyl-2,3-dihydropyrido[2,3-f][1,4]oxazepine-4(5H)-yl]methyl}-2,3-dihydro-1H-inden-5-yl)-3-(1,4,7-trimethyl-1H-benzotriazol-5-yl)propanoate C(C)[C@H]1OC2=C([C@@H](N(C1)CC=1C=C(C=C3CCCC13)[C@H](CC(=O)OCC)C1=C(C3=C(N(N=N3)C)C(=C1)C)C)C)N=CC=C2